C(C1=CC=CC=C1)C1=C(N=C(N=N1)N)NC1=CC=CC=C1 6-benzyl-N*5*-phenyl-[1,2,4]triazine-3,5-diamine